C(C)[SiH](CC)CC Triethyl-silan